ClC=1C=NC(=NC1)CN1C=NC(=C1)C(F)(F)F 5-chloro-2-[[4-(trifluoromethyl)imidazol-1-yl]methyl]pyrimidine